tert-butyl 2-((tert-butoxycarbonyl) amino)-3-chloro-7,8-dihydro-4H-pyrazolo[1,5-a][1,4]diazepine-5(6H)-carboxylate C(C)(C)(C)OC(=O)NC1=NN2C(CN(CCC2)C(=O)OC(C)(C)C)=C1Cl